Nitro-carbon [N+](=O)([O-])[C]